C(CCCCCCCCCCC)N1C(CCC1)=S 1-dodecylpyrrolidine-2-thione